4-(((1R,3S)-3-amino-2,2,3-trimethylcyclopentyl)amino)-N'-(2-chloro-5-fluoro-4-hydroxyphenyl)-6-(6-methoxypyridin-3-yl)pyrrolo[1,2-b]pyridazine-3-carboximidamide N[C@@]1(C([C@@H](CC1)NC=1C=2N(N=CC1C(N)=NC1=C(C=C(C(=C1)F)O)Cl)C=C(C2)C=2C=NC(=CC2)OC)(C)C)C